rac-N,N-dimethyl-N'-[(3S,4R)-7-methyl-6-oxo-4-({[(1s,4S)-4-(propan-2-yl)cyclohexyl]oxy}methyl)-1,3,4,6-tetrahydro-2H-quinolizin-3-yl]sulfuric diamide CN(S(N[C@H]1CCC2=CC=C(C(N2[C@H]1COC1CCC(CC1)C(C)C)=O)C)(=O)=O)C |r|